1-(5-aminopentyl)-2,5-dihydro-1H-pyrrole-2,5-dione NCCCCCN1C(C=CC1=O)=O